N1(C=NC=C1)C=1N=C(C2=C(N1)C=CN2)C(=O)NC2CN(CC2)C 2-(1H-imidazol-1-yl)-N-(1-methylpyrrolidin-3-yl)-5H-pyrrolo[3,2-d]pyrimidine-4-carboxamide